ethyl 2-(3-(dimethylamino)propyl)thiazole-5-carboxylate CN(CCCC=1SC(=CN1)C(=O)OCC)C